2-fluoro-6-methoxy-4-(2-methyl-1-oxo-2,7-naphthyridin-4-yl)benzoic acid FC1=C(C(=O)O)C(=CC(=C1)C1=CN(C(C2=CN=CC=C12)=O)C)OC